ClC1=NC=C(C(=C1)C1=C(C=NC(=C1)C)C(=O)NC=1SC2=C(C(NC(=C2)C2=C(C=NN2C)C)=O)N1)OC 2'-chloro-N-(6-(1,4-dimethyl-1H-pyrazol-5-yl)-4-oxo-4,5-dihydrothiazolo[4,5-c]pyridin-2-yl)-5'-methoxy-6-methyl-[4,4'-bipyridine]-3-carboxamide